COCCCN1C(C=C(C=C1C(F)(F)F)C1=NNC(O[C@H]1C)=O)=O (S)-5-(1-(3-methoxypropyl)-2-oxo-6-(trifluoromethyl)-1,2-dihydropyridin-4-yl)-6-methyl-3,6-dihydro-2H-1,3,4-oxadiazin-2-one